ClC=1C=C(C=2N(N1)C[C@@H](N2)C)C(=O)N[C@H](C)C2=C(C(=CC=C2)C(F)F)F (2S)-6-chloro-N-[(1R)-1-[3-(difluoromethyl)-2-fluoro-phenyl]ethyl]-2-methyl-2,3-dihydroimidazo[1,2-b]pyridazine-8-carboxamide